FC(C=1C(=C(C=CC1)[C@@H](C)NC1=C(C(=NC(=N1)C)CC(=O)NN(C1CCOCC1)C)C1OCCO1)F)F (R)-2-(6-((1-(3-(difluoromethyl)-2-fluorophenyl)ethyl)amino)-5-(1,3-dioxolan-2-yl)-2-methylpyrimidin-4-yl)-N'-methyl-N'-(tetrahydro-2H-pyran-4-yl)acethydrazide